4-(4-(2-(5-amino-8-(furan-2-yl)-1-methyl-2-oxo-1H-[1,2,4]triazolo[5,1-i]purin-3(2H)-yl)ethyl)piperazin-1-yl)benzamide NC=1N2C(C=3N(C(N(C3N1)CCN1CCN(CC1)C1=CC=C(C(=O)N)C=C1)=O)C)=NC(=N2)C=2OC=CC2